5-(4,5-diaminopyrimidin-2-yl)-2-fluoro-N-(4-phenethoxyphenyl)benzamide NC1=NC(=NC=C1N)C=1C=CC(=C(C(=O)NC2=CC=C(C=C2)OCCC2=CC=CC=C2)C1)F